(3-(2-(2,6-dioxopiperidin-3-yl)-1-oxoisoindolin-4-yl)-2-methylallyl)picolinamide O=C1NC(CCC1N1C(C2=CC=CC(=C2C1)C=C(CC=1C(=NC=CC1)C(=O)N)C)=O)=O